(4R)-N-(7-chloro-6-(trans-4-((S)-3-fluoropyrrolidin-1-yl)cyclohexyl)isoquinolin-3-yl)-2,2-dimethyltetrahydro-2H-pyran-4-carboxamide ClC1=C(C=C2C=C(N=CC2=C1)NC(=O)[C@H]1CC(OCC1)(C)C)[C@@H]1CC[C@H](CC1)N1C[C@H](CC1)F